N'-[methylenebis(4,1-phenylene)]bis[cyclohexanecarboxamide] C(C1=CC=C(C=C1)C1(CCCCC1)C(=O)N)C1=CC=C(C=C1)C1(CCCCC1)C(=O)N